C1(CC1)NC1=NC(=CC2=C1N(C=N2)C(C)C)C2=CC=C1C(=C2)N(C(C12CCN(CC2)C(=O)[C@]2(CNCC2)C)=O)C2CC(C2)N2CCCCC2 6-[4-(cyclopropylamino)-3-isopropylimidazo[4,5-c]pyridin-6-yl]-1'-[(3r)-3-methylpyrrolidine-3-carbonyl]-1-[(1s,3s)-3-(piperidin-1-yl)cyclobutyl]spiro[indole-3,4'-piperidin]-2-one